(2R,3R,4R)-6-Chloro-4-{2-[(cyclopropylmethyl)amino]ethyl}-N-methyl-2-(4-methylphenyl)-2,3,4,9-tetrahydro-1H-carbazol-3-amine ClC=1C=C2C=3[C@H]([C@@H]([C@H](CC3NC2=CC1)C1=CC=C(C=C1)C)NC)CCNCC1CC1